CS(=O)(=O)N1CCC(CC1)CN1CCC(CC1)CNC(=O)C1=CC=CC=2NC(=NC21)C(C)C 2-isopropyl-1H-benzoimidazole-4-carboxylic acid [1-(1-methanesulfonylpiperidin-4-ylmethyl)piperidin-4-ylmethyl]amide